2-(6-(5-Chlorothiophen-2-yl)-2-oxo-3-(phenethylamino)pyrazin-1(2H)-yl)acetic acid ClC1=CC=C(S1)C1=CN=C(C(N1CC(=O)O)=O)NCCC1=CC=CC=C1